rubidium-silver [Ag].[Rb]